C1(CCCCC1)NC(=O)C1=CC=CC(=N1)C(=O)[O-] 6-(cyclohexylcarbamoyl)picolinate